gamma-glycidoxypropyl-diethyl-methoxysilane C(C1CO1)OCCC[Si](OC)(CC)CC